C(C)(C)(C)C(C(=O)[O-])(C(=O)[O-])CCCCCCC.[Ca+2].C1(=C(C=CC=C1)C(C)C1=C(C=CC=C1)C)C ditolyl-ethane calcium 2-(tert-butyl)-2-heptylpropanedioate